2-amino-4,5-dicyano-1,2,3-triazole NN1N=C(C(=N1)C#N)C#N